C1(=CC=CC=C1)OP(OC1=CC=C(C=C1)OC)(O)=O phenyl-(4-methoxyphenyl)phosphoric acid